(4-methyl-2-(2H-1,2,3-triazol-2-yl)phenyl)((1S,4S,6R)-6-((5-(trifluoromethyl)pyrimidin-2-yl)amino)-2-azabicyclo[2.2.1]heptan-2-yl)methanone CC1=CC(=C(C=C1)C(=O)N1[C@@H]2[C@@H](C[C@H](C1)C2)NC2=NC=C(C=N2)C(F)(F)F)N2N=CC=N2